ClC=1C=C(CNC2=NC(=NC3=CC=C(C=C23)C=2C(=NOC2C)C)NCCN2CCOCC2)C=CC1 N4-(3-chlorobenzyl)-6-(3,5-dimethylisoxazol-4-yl)-N2-(2-morpholinoethyl)quinazoline-2,4-diamine